6-chloro-2-iodobiphenyl ClC1=CC=CC(=C1C1=CC=CC=C1)I